3-methyl-2,6-dioxopiperidin CC1C(NC(CC1)=O)=O